C(C)(C)C1C(C(N(C1)C(=O)[O-])(CC)CC)=N isopropyl-imino-2,2-diethylpyrrolidinate